(S)-4-CHLORO-2-AMINOBUTYRATE ClCC[C@@H](C(=O)[O-])N